N-methyl-pyrrolidine bis(trifluoromethanesulfonyl)imide salt [N-](S(=O)(=O)C(F)(F)F)S(=O)(=O)C(F)(F)F.CN1CCCC1